CN(CCCNC(=O)C=1C=C(C=C(C1)C(=O)O)C(=O)O)C 5-[3-(dimethylamino)propylcarbamoyl]benzene-1,3-dicarboxylic acid